(1S,2S,3S,6R)-6-((cyclohexylmethyl)amino)-4-(fluoromethyl)cyclohex-4-ene-1,2,3-triol hydrochloride Cl.C1(CCCCC1)CN[C@@H]1C=C([C@@H]([C@@H]([C@H]1O)O)O)CF